CC1=CC=CC(=N1)C1=NC=CC(=N1)NC1=NC(=NC=C1)NC=1C=C(C=CC1)NC(=O)C1CNCCC1 N-[3-[[4-[[2-(6-methyl-2-pyridyl)pyrimidin-4-yl]amino]pyrimidin-2-yl]amino]phenyl]piperidine-3-carboxamide